6-bromopyrazolo[1,5-a]pyridin-2-amine BrC=1C=CC=2N(C1)N=C(C2)N